COC1=CC=C2C(CNCC2=C1)C1=CC=CC=C1 7-methoxy-4-phenyl-1,2,3,4-tetrahydroisoquinoline